NC=1C(=C(C=CC1)C1=NC=CC(=C1C(F)(F)F)C=1OC2=C(N1)C=C(C=C2Cl)CO)C (2-(2-(3-amino-2-methylphenyl)-3-(trifluoromethyl)pyridin-4-yl)-7-chlorobenzo[d]Oxazol-5-yl)methanol